3-((3-bromophenyl)(4-methyl-4H-1,2,4-triazol-3-yl)methyl)-cyclobutane-1-carbonitrile BrC=1C=C(C=CC1)C(C1CC(C1)C#N)C1=NN=CN1C